5-[(3-chloro-2-fluoro-4-pyridinyl)amino]-3-(3-hydroxy-3-methyl-butyl)-1-methyl-benzimidazol-2-one ClC=1C(=NC=CC1NC1=CC2=C(N(C(N2CCC(C)(C)O)=O)C)C=C1)F